C(C1=CC=CC=C1)C(C(CC(C(NO)=O)C1(CCC(CC1)(F)F)O)O)NC(=O)C1=NC2=CC=CC=C2N=C1 quinoxaline-2-carboxylic acid [1-benzyl-4-(4,4-difluoro-1-hydroxy-cyclohexyl)-2-hydroxy-4-hydroxycarbamoyl-butyl]-amide